FC1(CCC(CC1)COC1=C(C=C(C=C1)C1=NN=NN1)F)F 5-(4-((4,4-difluorocyclohexyl)methoxy)-3-fluorophenyl)-1H-tetrazole